ClC1=C(C=C(C(=C1)F)OC)C1=CC=2NC(N(C(C2S1)=O)C=1C=NC=C2C=CC=NC12)=O 6-(2-chloro-4-fluoro-5-methoxy-phenyl)-3-(1,6-naphthyridin-8-yl)-1H-thieno[3,2-d]pyrimidine-2,4-dione